(2R)-5-methoxyindan-2-amine COC=1C=C2C[C@@H](CC2=CC1)N